CC1=NC=C(C=C1)C1N(CCC1)C 2-methyl-5-(1-methylpyrrolidin-2-yl)pyridine